3-(bromomethyl)-2-chloro-5-nitropyridine BrCC=1C(=NC=C(C1)[N+](=O)[O-])Cl